dimethylsilyl-bis(phenylindenyl)zirconium difluoride [F-].[F-].C[SiH](C)[Zr+2](C1C(=CC2=CC=CC=C12)C1=CC=CC=C1)C1C(=CC2=CC=CC=C12)C1=CC=CC=C1